5-(cyclopropanesulfonyl)-2-[(3R)-3-methylpiperazin-1-yl]pyrimidine C1(CC1)S(=O)(=O)C=1C=NC(=NC1)N1C[C@H](NCC1)C